1-Aminomethylcyclopropylmethanol NCC1(CC1)CO